5-[(5RS)-5-(2-chloro-4-cyclopropylbenzyl)-5,6-dihydro-4H-1,2,4-oxadiazin-3-yl]-6-(3-cyclopropylphenoxy)pyrazolo[1,5-a]pyridine ClC1=C(C[C@H]2NC(=NOC2)C2=CC=3N(C=C2OC2=CC(=CC=C2)C2CC2)N=CC3)C=CC(=C1)C1CC1 |r|